C(C)OCCN1C(N(C(C12CCN(CC2)C(=O)OC(C)(C)C)=O)C2=NC=CC(=C2)C(F)(F)F)=O tert-butyl 1-(2-ethoxyethyl)-2,4-dioxo-3-(4-(trifluoromethyl)pyridin-2-yl)-1,3,8-triazaspiro[4.5]decane-8-carboxylate